NC(CC[C@@H]1C(N2C(CN(C([C@@H](C2)CCC(=O)O)=O)C)N(O1)C(=O)OCC1=CC=CC=C1)=O)=O 3-((3R,7R)-3-(3-amino-3-oxopropyl)-1-((benzyloxy)carbonyl)-9-methyl-4,8-dioxooctahydro-1H-[1,2,4]oxadiazino[4,3-a][1,4]diazepine-7-Yl)propionic acid